(1R,5S,6s)-tert-butyl 6-(5-bromobenzo[d]thiazol-2-yl)bicyclo[3.1.0]hexane-3-carboxylate BrC=1C=CC2=C(N=C(S2)C2[C@H]3CC(C[C@@H]23)C(=O)OC(C)(C)C)C1